CC(C(=O)N[C@H]1[C@@H](CN(CC1)C(=O)OC(C)(C)C)C)(COC1=NC=CC=C1C(F)(F)F)C tert-butyl trans-4-(2,2-dimethyl-3-((3-(trifluoromethyl) pyridin-2-yl) oxy) propanamido)-3-methylpiperidine-1-carboxylate